C12CN(CC(NC1)C2)C2=CC=C(N=N2)C2=C(C=C(C=C2)N2N=CC=C2)O 2-[6-(3,6-diaza-bicyclo[3.2.1]oct-3-yl)-pyridazin-3-yl]-5-pyrazol-1-yl-phenol